C(C=C)(=O)N1C[C@H](CC1)N1N=C(C=2C(=NC=C(C21)C(=O)NCCOC)N)C#CC2=C(C(=CC(=C2)OC)OC)F (S)-1-(1-acryloylpyrrolidin-3-yl)-4-amino-3-((2-fluoro-3,5-dimethoxyphenyl)ethynyl)-N-(2-methoxyethyl)-1H-pyrazolo[4,3-c]pyridine-7-carboxamide